COC(C1=C(C(=C(C=C1)O[Si](C)(C)C(C)(C)C)Br)C)=O.C(C)(C)OC1=CC(=NC(=C1)S(=O)(=O)C)NC1=C(C=NC(=C1)NC(C)=O)C1=NC=C(C=C1)OCCOC N-(4'-((4-isopropoxy-6-(methylsulfonyl)pyridin-2-yl)amino)-5-(2-methoxyethoxy)-[2,3'-bipyridin]-6'-yl)acetamide methyl-3-bromo-4-[tert-butyl(dimethyl)silyl]oxy-2-methyl-benzoate